ClC1=CC=C(C=C1)[C@H](C)NC(CN1C(NC2=CC=CC=C2C1=O)=O)=O (S)-N-(1-(4-chlorophenyl)ethyl)-2-(2,4-dioxo-1,4-dihydroquinazolin-3(2H)-yl)acetamide